L-lysine-d3 N([C@@](CCCCN)(C(=O)O)[2H])([2H])[2H]